N[C@@H]1C[C@@H](OC[C@H]1O)C(=O)N1[C@H](C2=CC=CC=C2CC1)C1=CC=C(C=C1)F ((2R,4R,5S)-4-amino-5-hydroxytetrahydro-2H-pyran-2-yl)((S)-1-(4-fluorophenyl)-3,4-dihydroisoquinolin-2(1H)-yl)methanone